CN1N=NC2=C1C=CC(=C2C)[C@H](CC(=O)OCC)C2=CC(=C(C=C2)C)CN2CC(OC1=C(C2)C=CC=C1)CC (3R)-Ethyl 3-(1,4-dimethyl-1H-benzo[d][1,2,3]triazol-5-yl)-3-(3-((2-ethyl-2,3-dihydrobenzo[f][1,4]oxazepin-4(5H)-yl)methyl)-4-methylphenyl)propanoate